3-[3-[(tert-butyldimethylsilyl)oxy]-2,2-dimethylpropyl]-1-ethyl-2-{2-[(1S)-1-methoxyethyl]pyridin-3-yl}indol [Si](C)(C)(C(C)(C)C)OCC(CC1=C(N(C2=CC=CC=C12)CC)C=1C(=NC=CC1)[C@H](C)OC)(C)C